4-(5-(3-methylpiperidine-1-carbonyl)-1H-pyrrolo[2,3-b]pyridin-1-yl)benzoate CC1CN(CCC1)C(=O)C=1C=C2C(=NC1)N(C=C2)C2=CC=C(C(=O)[O-])C=C2